3-chloro-1-(3,4-difluorophenyl)propanone ClCC(CC1=CC(=C(C=C1)F)F)=O